ClC=1C=C(C=CC1)C(NC1=NC(=C(C=C1)F)C(F)F)C=1N(C=C(N1)SCC1=CC=C(C=C1)OC)COCC[Si](C)(C)C N-((3-chloro-phenyl)(4-((4-methoxybenzyl)thio)-1-((2-(trimethylsilyl)ethoxy)methyl)-1H-imidazol-2-yl)methyl)-6-(difluoro-methyl)-5-fluoropyridin-2-amine